FC=1C=C(C=CC1)SC1=C(C(=O)O)C=CN=C1 3-[(3-Fluorophenyl)thio]isonicotinic acid